2-(2,6-dioxopiperidin-3-yl)-5,7-dihydrocyclopenta[f]isoindole-1,3,6(2H)-trione O=C1NC(CCC1N1C(C=2C=C3C(=CC2C1=O)CC(C3)=O)=O)=O